NC1=NC=CC(=C1N)C 2,3-diamino-4-methyl-pyridine